NC1=C2C(N(C(C2=CC=C1)=O)C1C(N(C(CC1)=O)C(C)C)=O)=O 4-amino-2-(1-isopropyl-2,6-dioxopiperidin-3-yl)isoindoline-1,3-dione